3-(1H-benzo[d]imidazol-6-yl)-2-(4-phenoxyphenyl)thiazolidin-4-one N1C=NC2=C1C=C(C=C2)N2C(SCC2=O)C2=CC=C(C=C2)OC2=CC=CC=C2